NC1=C(C=CC(=C1N)S)S 2,3-diamino-1,4-benzenedithiol